OC=1C=C(C#N)C=CC1C1=C(N=C(N=N1)N[C@H]1CN(CCC1)C)C (R)-3-hydroxy-4-(5-methyl-3-((1-methylpiperidin-3-yl)amino)-1,2,4-triazin-6-yl)benzonitrile